6-bromo-2-methyl-7-((tetrahydrofuran-3-yl)oxy)imidazo[1,2-a]pyridine BrC=1C(=CC=2N(C1)C=C(N2)C)OC2COCC2